BrC1=CC=C(C=C1)C1=CC=C(C=C1)C1=CC=C(C=C1)Br dibromo-p-terphenyl